ClC=1C=C(C=CC1)C=1C=C2N(C=CN=C2C2=CC(=C(C(=C2)OC)OC)OC)C1 7-(3-chlorophenyl)-1-(3,4,5-trimethoxyphenyl)pyrrolo[1,2-a]pyrazine